N-[6-(5-chloro-1,3-benzoxazol-2-yl)spiro[3.3]heptan-2-yl]-5-(oxetan-3-ylmethylsulfonimidoyl)furan-2-carboxamide ClC=1C=CC2=C(N=C(O2)C2CC3(CC(C3)NC(=O)C=3OC(=CC3)S(=O)(=N)CC3COC3)C2)C1